(1-(2,3-dihydroxypropyl)-5-(methylcarbamoyl)-1H-imidazol-4-yl)(methyl)carbamic acid OC(CN1C=NC(=C1C(NC)=O)N(C(O)=O)C)CO